6-(3-bromofurfurylamino)-9-β-D-arabinofuranosylpurine BrC1=C(CNC2=C3N=CN(C3=NC=N2)[C@H]2[C@@H](O)[C@H](O)[C@H](O2)CO)OC=C1